5-(piperidin-3-ylamino)pyrazolo[1,5-a]pyrimidine-3-carboxamide N1CC(CCC1)NC1=NC=2N(C=C1)N=CC2C(=O)N